B(OC1=C(C(=C(C(=C1)F)F)F)F)(OC1=C(C(=C(C(=C1)F)F)F)F)OC1=C(C(=C(C(=C1)F)F)F)F tri(tetrafluorophenyl) borate